3,4-dimethoxy-phenol COC=1C=C(C=CC1OC)O